N[C@@H]1C(N(C2=C(C(C1)(F)F)C=C(C(=C2)C2=NN=C(O2)C(C#N)(C)C)F)CC2=CC=C(C=C2)C2=NC=CC(=C2)C(F)(F)F)=O 2-[5-[(3S)-3-amino-5,5,7-trifluoro-2-oxo-1-[[4-[4-(trifluoromethyl)-2-pyridyl]phenyl]methyl]-3,4-dihydro-1-benzazepin-8-yl]-1,3,4-oxadiazol-2-yl]-2-methyl-propanenitrile